tert-butyl (3s,5r)-4-(2-((6-(2,4-dioxotetrahydropyrimidin-1(2H)-yl) pyridin-3-yl) amino)-2-oxoethyl)-3,5-dimethylpiperazine-1-carboxylate O=C1N(CCC(N1)=O)C1=CC=C(C=N1)NC(CN1[C@H](CN(C[C@H]1C)C(=O)OC(C)(C)C)C)=O